C(CCCCCCCCCCCCCC(C)C)OC(C=1C(C(=O)OCCCCCCCCCCCCCCC(C)C)=CC=CC1)=O Di-(Iso-heptadecyl)-phthalat